C1=CC=C(C=C1)C(=O)CC(=O)C2=CC=CC=C2 The molecule is a beta-diketone that is acetylacetone (acac) in which both methyl groups have been replaced by phenyl groups. It is a minor constituent of the root extract of licorice (Glycyrrhiza glabra) and exhibits antimutagenic and anticancer effects. It has a role as an antineoplastic agent, a metabolite and an antimutagen. It is a beta-diketone and an aromatic ketone.